(S)-1-(4-chloro-1-tosyl-1H-indazol-3-yl)-4,4-difluoropyrrolidine-2-carbaldehyde ClC1=C2C(=NN(C2=CC=C1)S(=O)(=O)C1=CC=C(C)C=C1)N1[C@@H](CC(C1)(F)F)C=O